1-(pyridin-3-yl)-4-tert-butoxycarbonyl-piperazine-2-one N1=CC(=CC=C1)N1C(CN(CC1)C(=O)OC(C)(C)C)=O